NCC1=CC=C(C(=O)N2C[C@H]([C@@H](CC2)C(=O)N2CCC(CC2)(O)CN2C=NC3=C(C2=O)C=CN3C)C3=CC=CC=C3)C=C1 3-{[1-({(3R,4R)-1-[4-(aminomethyl)benzoyl]-3-phenylpiperidin-4-yl}carbonyl)-4-hydroxypiperidin-4-yl]methyl}-7-methyl-3,7-dihydro-4H-pyrrolo[2,3-d]pyrimidin-4-one